(4-(5-(1,2-dimethyl-1H-imidazol-5-yl)benzo[d]oxazol-2-yl)pyridin-2-yl)methanone CN1C(=NC=C1C=1C=CC2=C(N=C(O2)C2=CC(=NC=C2)C=O)C1)C